OC[C@H]1[C@@H](N(C1)C(=O)OC(C)(C)C)C tert-butyl rac-(trans)-3-(hydroxymethyl)-2-methylazetidine-1-carboxylate